6-chloro-N-(6-ethyl-1-methylindazol-7-yl)pyridine-3-sulfonamide ClC1=CC=C(C=N1)S(=O)(=O)NC=1C(=CC=C2C=NN(C12)C)CC